C(CCC)C1=CC=C(C2=CC=CC=C12)N(C)C 4-butyl-N,N-dimethylnaphthalen-1-amine